C(C)N1[C@H](CCC1)C=1N=C2N(C=C(N=C2)NC(=O)C2=CC=C3C(=NN(C3=C2)C)C)C1 |r| Rac-N-[2-(1-ethylpyrrolidin-2-yl)imidazo[1,2-a]pyrazin-6-yl]-1,3-dimethylindazole-6-carboxamide